(1S,2R)-2-methyl-N-(8-(methylamino)-5-(5-((S)-2-methylmorpholino)benzo[d]oxazol-2-yl)pyrido[3,4-c]pyridazin-3-yl)cyclopropane-1-carboxamide C[C@H]1[C@H](C1)C(=O)NC1=CC2=C(N=N1)C(=NC=C2C=2OC1=C(N2)C=C(C=C1)N1C[C@@H](OCC1)C)NC